rac-(2R,5S)-5-Methyl-2-(1-methylcyclopropyl)piperidine C[C@H]1CC[C@@H](NC1)C1(CC1)C |r|